OC1=C(C=CC2=C1CCO2)C2=C1C(=C(N=N2)N[C@H]2C[C@H](CCC2)C(=O)OC)C=NC=C1 Methyl (1S,3R)-3-[[1-(4-hydroxy-2,3-dihydrobenzofuran-5-yl)pyrido[3,4-d]pyridazin-4-yl]amino]cyclohexanecarboxylate